C(C)(=O)O[C@H]([C@@H](CNC(CC1=CC=C(C=C1)Cl)=O)OC(C)=O)[C@@H]1O[C@](C[C@@H]([C@H]1NC(COC(C)=O)=O)OC(C)=O)(C(=O)OC)OCCCCCCO (1R,2R)-1-((2R,3R,4S,6R)-4-acetoxy-3-(2-acetoxyacetamido)-6-((6-hydroxyhexyl)oxy)-6-(methoxycarbonyl)tetrahydro-2H-pyran-2-yl)-3-(2-(4-chlorophenyl)acetamido)propane-1,2-diyl diacetate